N,N-diethyl-N-methyl-N-heptylammonium C(C)[N+](CCCCCCC)(C)CC